(S)-(1-(4,5-dichloro-2-ethoxybenzyl)pyrrolidin-3-yl)methanamine disuccinate C(CCC(=O)O)(=O)O.C(CCC(=O)O)(=O)O.ClC1=CC(=C(CN2C[C@@H](CC2)CN)C=C1Cl)OCC